2-(2-acetylphenyl)-9-(4-(1-methyl-4-(trifluoromethyl)-1H-imidazol-2-yl)benzyl)-7,9-dihydro-8H-purin-8-one C(C)(=O)C1=C(C=CC=C1)C1=NC=C2NC(N(C2=N1)CC1=CC=C(C=C1)C=1N(C=C(N1)C(F)(F)F)C)=O